Cl.NCCC(=O)NCCCNC(C1=C(C=C(C=C1)NC=1C=2N(C=CN1)C(=CN2)C=2C(=NNC2)C(F)(F)F)Cl)=O N-[3-(3-aminopropanoyl-amino)propyl]-2-chloro-4-[[3-[3-(trifluoromethyl)-1H-pyrazol-4-yl]imidazo[1,2-a]pyrazin-8-yl]amino]benzamide hydrochloride